C(C)OC(=O)C=1C(=C2C(=NC1)NC=C2)N[C@@H]2C[C@H](CC2)O (trans)-4-((3-hydroxycyclopentyl)amino)-1H-pyrrolo[2,3-b]pyridine-5-carboxylic acid ethyl ester